3-((2-(((3-((3-amino-5-(4-amino-4-methylpiperidin-1-yl)pyrazin-2-yl)thio)-2-chlorophenyl)amino)methyl)phenyl)amino)piperidine-2,6-dione NC=1C(=NC=C(N1)N1CCC(CC1)(C)N)SC=1C(=C(C=CC1)NCC1=C(C=CC=C1)NC1C(NC(CC1)=O)=O)Cl